C1(CC1)C=1C=C(C(=O)OC)C=CC1NC1=C(C(=CC=C1)C(NCCC(C)C)=O)C1CC1 methyl 3-cyclopropyl-4-({2-cyclopropyl-3-[(3-methylbutyl)carbamoyl]phenyl}amino)benzoate